4-(2-(tert-butyl)oxazol-4-yl)-N-((4-(4-methoxy-3-methylphenyl)bicyclo[2.2.2]oct-1-yl)methyl)pyridin-2-amine C(C)(C)(C)C=1OC=C(N1)C1=CC(=NC=C1)NCC12CCC(CC1)(CC2)C2=CC(=C(C=C2)OC)C